C1(CC1)CN1C(=CC2=CC=CC=C12)C1=NC2=C(N1CC1CN(C1)C(=O)C1=CC=NC=C1)C=CC(=C2)C(=O)N2[C@@H]1CC[C@H](C2)[C@H]1N (1R,4R,7R)-2-{2-[1-(cyclopropylmethyl)-1H-indol-2-yl]-1-{[1-(pyridine-4-carbonyl)azetidin-3-yl]methyl}-1H-1,3-benzodiazole-5-carbonyl}-2-azabicyclo[2.2.1]heptan-7-amine